(E)-3-(2,2-difluorobenzo[d][1,3]dioxol-5-yl)-1-(4-(2-methoxypyrimidine-5-carbonyl)piperazin-1-yl)prop-2-en-1-one FC1(OC2=C(O1)C=CC(=C2)/C=C/C(=O)N2CCN(CC2)C(=O)C=2C=NC(=NC2)OC)F